1,3-bis(2-methyloxiran-2-yl)benzene CC1(OC1)C1=CC(=CC=C1)C1(OC1)C